FC1=C(C=C(C(=C1)C(F)(F)F)C1=NN(C=N1)C)NC(=O)N1[C@@H]2C[C@H](C[C@]1(C2)C=2OC(=NN2)COC)C (1S,3R,5R)-N-(2-fluoro-5-(1-methyl-1H-1,2,4-triazol-3-yl)-4-(trifluoromethyl)phenyl)-1-(5-(methoxymethyl)-1,3,4-oxadiazol-2-yl)-3-methyl-6-azabicyclo[3.1.1]heptane-6-carboxamide